[2H]C([C@]1(OC(OC1([2H])[2H])(C)C)[2H])([2H])NC1=NNC=C1 N-[1,1-dideuterio-1-((R)-4,5,5-trideuterio-2,2-dimethyl-1,3-dioxolan-4-yl)methyl]-1H-pyrazol-3-amine